P(=O)(O)(O)OCCCC(C(=O)O)=C 3-(phosphonooxy)propyl-2-propenoic acid